ClC1=C(C=C2C(=C(N(C2=C1F)C)C=1NC(=NN1)C(=O)N1CC(CCC1)O)N1C=NC=C1)OC (5-(6-chloro-7-fluoro-3-(1H-imidazol-1-yl)-5-methoxy-1-methyl-1H-indol-2-yl)-4H-1,2,4-triazol-3-yl)(3-hydroxypiperidin-1-yl)methanone